3-((2S)-2-hydroxy-3-(8-(4-isopropoxyphenylsulfonyl)-1-oxa-8-azaspiro[4.5]decan-3-ylamino)propoxy)-N-methylbenzenesulfonamide O[C@H](COC=1C=C(C=CC1)S(=O)(=O)NC)CNC1COC2(C1)CCN(CC2)S(=O)(=O)C2=CC=C(C=C2)OC(C)C